5-methylphospholate CC1=CC=C(P1)C(=O)[O-]